N-(2,6-dioxopiperidin-3-yl)-4-(4-(4-((4-(4-((1R,2S)-6-hydroxy-2-phenyl-1,2,3,4-tetrahydronaphthalen-1-yl)phenyl)piperazin-1-yl)methyl)piperidine-1-carbonyl)piperidin-1-yl)benzamide O=C1NC(CCC1NC(C1=CC=C(C=C1)N1CCC(CC1)C(=O)N1CCC(CC1)CN1CCN(CC1)C1=CC=C(C=C1)[C@H]1[C@H](CCC2=CC(=CC=C12)O)C1=CC=CC=C1)=O)=O